C(C)(C)(C)OC(=O)N\C(\C(=O)OC(C)(C)C)=C/C(CF)(C)C tert-butyl (Z)-2-(tert-butoxycarbonylamino)-5-fluoro-4,4-dimethylpent-2-enoate